OCCS(=O)(=O)CC1=CC(=C(C(=O)O)C=C1)N1CCC2(CC2)CC1 4-(((2-hydroxyethyl)sulfonyl)methyl)-2-(6-azaspiro[2.5]octan-6-yl)benzoic acid